[3-formyl-4-[4-(6-prop-2-enoyloxyhexoxy)benzoyl]oxy-phenyl] 4-(6-prop-2-enoyloxyhexoxy)benzoate C(C=C)(=O)OCCCCCCOC1=CC=C(C(=O)OC2=CC(=C(C=C2)OC(C2=CC=C(C=C2)OCCCCCCOC(C=C)=O)=O)C=O)C=C1